methyl ((6-(difluoromethoxy)-2-(2-methyl-3-(4,4,5,5-tetramethyl-1,3,2-dioxaborolan-2-yl)phenyl)benzo[d]oxazol-5-yl)methyl)-L-prolinate FC(OC1=CC2=C(N=C(O2)C2=C(C(=CC=C2)B2OC(C(O2)(C)C)(C)C)C)C=C1CN1[C@@H](CCC1)C(=O)OC)F